C(C)N1C(=NC=2C1=NC(=CC2)C=2C=CN1N=C(N=CC12)C1(CC(C1)N)N)C 1-(5-(3-ethyl-2-methyl-3H-imidazo[4,5-b]pyridin-5-yl)pyrrolo[2,1-f][1,2,4]triazin-2-yl)cyclobutane-1,3-diamine